C(CCCCCCCCCCCCCCCCC)OC(CCCCCCCCCCCCCCCCC)=O stearylstearate